COC(=O)C=1C=NC=C(C1)C(CCO)N(O)C(=O)OC(C)(C)C 5-[1-[tert-Butoxycarbonyl-(hydroxy)amino]-3-hydroxy-propyl]pyridine-3-carboxylic acid methyl ester